[Cl-].OC=1[C@H](OC(C1O)=O)[C@H](CO)O vitamin C chloride